C1(=CC=CC=C1)[C@H](C(=O)[O-])C |r| (rac)-2-phenylpropionate